5-bromo-6-methyl-2,3-dihydro-1,4-benzodioxin BrC1=C(C=CC=2OCCOC21)C